C1(=CC=CC=C1)N1N=NC(=C1)C1=CC=C(C=C1)O 4-(1-phenyl-1H-1,2,3-triazol-4-yl)phenol